4-(5-cyclopropyl-1,2,4-oxadiazol-3-yl)-4-fluoropiperidine hydrochloride Cl.C1(CC1)C1=NC(=NO1)C1(CCNCC1)F